C(=O)=C1CN(CCN1)C(=O)[O-] 3-carbonylpiperazine-1-carboxylate